4-((2-(3-fluorophenyl)-7-((tetrahydro-2H-pyran-4-yl)amino)-1H-indol-5-yl)methyl)thiomorpholine-1,1-dioxide FC=1C=C(C=CC1)C=1NC2=C(C=C(C=C2C1)CN1CCS(CC1)(=O)=O)NC1CCOCC1